ClC=1N=C2N(N=CC3=C2C(C[C@@H]3C(=O)NC=3C=NC(=C(C3)Cl)OC(F)F)(C)C)C1 (S)-2-chloro-N-(5-chloro-6-(difluoromethoxy)pyridin-3-yl)-9,9-dimethyl-8,9-dihydro-7H-cyclopenta[d]imidazo[1,2-b]pyridazine-7-carboxamide